diallyldimethylammonium chlorid [Cl-].C(C=C)[N+](C)(C)CC=C